C(C)(C)(C)C1=NC(=NC=C1OC(F)F)Cl Tert-butyl-2-chloro-5-difluoromethoxypyrimidine